6-amino-5-(3-sulfamoylphenyl)pyrimidin NC1=C(C=NC=N1)C1=CC(=CC=C1)S(N)(=O)=O